[(2S,6S)-2-(aminomethyl)-4-bora-3,5,8-trioxatricyclo[7.3.1.04,13]trideca-1(12),9(13),10-trien-6-yl]methyl propanoate hydrogen chloride Cl.C(CC)(=O)OC[C@H]1OB2O[C@@H](C3=CC=CC(OC1)=C32)CN